FC=1C=CC2=C(CCO2)C1CNC1=NC=C(C=2N1C=NN2)C=2C=1N(C=CC2)C(=CN1)C(=O)N 8-(5-(((5-fluoro-2,3-dihydrobenzofuran-4-yl)methyl)amino)-[1,2,4]triazolo[4,3-c]pyrimidin-8-yl)imidazo[1,2-a]pyridine-3-carboxamide